(3,4-dihydroxy-5-nitrophenyl)(p-tolyl)methanone aluminum-zinc-indium [In].[Zn].[Al].OC=1C=C(C=C(C1O)[N+](=O)[O-])C(=O)C1=CC=C(C=C1)C